N-[(2-methoxyphenyl)methyl]-1-[2-(1-piperidyl)-4-pyridyl]-methanamin COC1=C(C=CC=C1)CNCC1=CC(=NC=C1)N1CCCCC1